(S)-7-(4-fluorobenzyl)-2-methyl-6-morpholino-2,3-dihydro-1H-pyrido[2,3-b][1,4]oxazine FC1=CC=C(CC2=CC3=C(OC[C@@H](N3)C)N=C2N2CCOCC2)C=C1